Cl.N[C@H]1C[C@H](C1)C#N (cis)-3-aminocyclobutanecarbonitrile hydrochloride